C1(CC1)CN(C=1C=C(C=C(C1)OC)C(=O)N1CCCC1)C=1C=C2N=C(C=NC2=CC1)C=1C=NN(C1)C [3-[Cyclopropylmethyl-[3-(1-methylpyrazol-4-yl)quinoxalin-6-yl]amino]-5-methoxyphenyl]-pyrrolidin-1-ylmethanone